ClC1=C(C(=CC=C1C=1OCC(N1)(C)C)C(F)(F)F)NC=O N-[2-chloro-3-(4,4-dimethyl-5H-oxazol-2-yl)-6-(trifluoromethyl)phenyl]carboxamide